tert-butyl ((trans)-3-((S)-1-(4-fluorophenyl)-1,2,3,4-tetrahydroisoquinoline-2-carboxamido)cyclobutyl)(methyl)carbamate FC1=CC=C(C=C1)[C@@H]1N(CCC2=CC=CC=C12)C(=O)N[C@@H]1C[C@H](C1)N(C(OC(C)(C)C)=O)C